6-chloro-N-[4-methoxy-5-(1,1,2,2-tetrafluoroethoxy)pyrimidin-2-yl]-1H-indole-3-sulfonamide ClC1=CC=C2C(=CNC2=C1)S(=O)(=O)NC1=NC=C(C(=N1)OC)OC(C(F)F)(F)F